O=C1C(=C(C=NN1)NC(CC1=CC=C(S1)C(=O)O)C)C(F)(F)F 5-(2-((6-oxo-5-(trifluoromethyl)-1,6-dihydropyridazin-4-yl)amino)propyl)thiophene-2-carboxylic acid